(5-bromo-2-chlorothiophene-3-yl)carbamic acid tert-butyl ester C(C)(C)(C)OC(NC1=C(SC(=C1)Br)Cl)=O